C(C)(C)(C)OC(=O)N1CCC2(CC(C2)C2=NC(=C(C=C2)F)C)CC1 2-(5-fluoro-6-methylpyridin-2-yl)-7-azaspiro[3.5]Nonane-7-carboxylic acid tert-butyl ester